2-(5-{cyclopropyl[(1S,2S,3R,5R)-2-fluoro-8-azabicyclo[3.2.1]octan-3-yl]amino}pyrazin-2-yl)-4-fluoro-5-(1H-pyrazol-4-yl)phenol C1(CC1)N(C=1N=CC(=NC1)C1=C(C=C(C(=C1)F)C=1C=NNC1)O)[C@H]1[C@H]([C@@H]2CC[C@H](C1)N2)F